C=C(CS(=O)(=O)O)CS(=O)(=O)O 2-methylidenepropane-1,3-disulphonic acid